2-(1-Benzhydrylpiperidin-4-yl)-6-bromo-1,2,3,4-tetrahydroisoquinoline C(C1=CC=CC=C1)(C1=CC=CC=C1)N1CCC(CC1)N1CC2=CC=C(C=C2CC1)Br